1,3,5-thiadiazine-2-thione S1C(N=CN=C1)=S